OS(=O)(=O)C(F)(F)F.C(CCCCCCCCCCCCCCC)C1=C(C(=C(C(=C1P(C1=C(C=CC=C1)C1=CC=NC=C1)C1=CC=CC=C1)CCCCCCCCCCCCCCCC)CCCCCCCCCCCCCCCC)CCCCCCCCCCCCCCCC)CCCCCCCCCCCCCCCC pentacetyl-(pyridin-4-yl)triphenylphosphine triflate